8-bromo-1-pyrimidin-4-yl-5H-isothiochromeno[4,3-c]pyrazole-3-carboxylic acid BrC1=CC2=C(C=C1)CSC1=C2N(N=C1C(=O)O)C1=NC=NC=C1